N-(R)-2-oxotetrahydrofuran-3-yl-(1R,2S-5R)-p-menthane-3-carboxamide O=C1OCCC1NC(=O)C1C[C@@H](CCC1C(C)C)C